((3-methylpyridin-2-yl)methyl)(m-tolyl)-carbamic acid tert-butyl ester C(C)(C)(C)OC(N(C=1C=C(C=CC1)C)CC1=NC=CC=C1C)=O